C(CCC(=O)OCC(CCCCC)CCCCC)(=O)OCC(COC(CC(CCCCC)CCCCC)=O)(COC(CC(CCCCC)CCCCC)=O)COC(CCCN(C)C)=O 2-({[4-(Dimethylamino)butanoyl]oxy}methyl)-3-[(3-pentyloctanoyl)oxy]-2-{[(3-pentyloctanoyl)oxy]methyl}propyl 2-pentylheptyl butanedioate